cyclohexyl-boric acid C1(CCCCC1)OB(O)O